tert-butyl 3-(1-amino-2-((tert-butyldimethylsilyl)oxy)ethyl)-3-fluoroazetidine-1-carboxylate NC(CO[Si](C)(C)C(C)(C)C)C1(CN(C1)C(=O)OC(C)(C)C)F